Piperidin-4-yl-(5-(furan-2-yl)-1,3,4-oxadiazol-2-yl)methanone N1CCC(CC1)C(=O)C=1OC(=NN1)C=1OC=CC1